N1N=CC(=C1)C1=CC=C(C2=C1N=CS2)C2=CC=C(N=N2)NC2CC1COCC(C2)N1 (endo)-N-{6-[4-(1H-pyrazol-4-yl)-1,3-benzothiazol-7-yl]pyridazin-3-yl}-3-oxa-9-azabicyclo[3.3.1]nonan-7-amine